C(C)(C)(C)OC(=O)N1CCC(CC1)(C(C=C)O)CC=C 4-allyl-4-(1-hydroxy-allyl)piperidine-1-carboxylic acid tert-butyl ester